FC1=CC(=C(C=C1)[C@H]1[C@@H](O[C@]([C@H]1C)(C(F)(F)F)C)C(=O)NC1=CC(=NC=C1)C(=O)N)OC 4-((2R,3S,4S,5R)-3-(4-fluoro-2-methoxyphenyl)-4,5-dimethyl-5-(trifluoromethyl)tetrahydrofuran-2-carboxamido)picolinamide